N-((1R,5S,6r)-3-Oxabicyclo[3.1.0]hexan-6-yl)-4-methoxy-5-(pyrazolo[1,5-a]pyridin-5-yl)-7H-pyrrolo[2,3-d]pyrimidin-2-amine [C@H]12COC[C@@H]2C1NC=1N=C(C2=C(N1)NC=C2C2=CC=1N(C=C2)N=CC1)OC